COC(CCSSCCC(OC)=N)=N.BrC(CCCC(CNC(C)=O)CCCCCC)CCCC 6-bromo-N-(2-hexyldecyl)acetamide Dimethyl-3,3'-dithiobispropionimidate